pyrroloindole N1=CC=C2C=CC=3C(=C12)C=CN3